(R)-2-methyl-N-((R)-1-(oxazol-5-yl)ethyl)propane-2-sulfinamide CC(C)(C)[S@@](=O)N[C@H](C)C1=CN=CO1